N-(2-oxo-2-((2'-oxo-1,1',2',3-tetrahydrospiro[indene-2,3'-pyrrolo[2,3-b]pyridin]-5-yl)amino)ethyl)piperidine-1-carboxamide O=C(CNC(=O)N1CCCCC1)NC=1C=C2CC3(C(NC4=NC=CC=C43)=O)CC2=CC1